O[C@@H](CONC(C1=C(C(=C(C=C1)F)F)NC1=C(C=C(C=C1)I)F)=O)CO N-[(2R)-2,3-Dihydroxypropoxy]-3,4-difluoro-2-[(2-fluoro-4-iodophenyl)amino]-benzamide